para-styrenesulfonic acid C=CC1=CC=C(C=C1)S(=O)(=O)O